(3,5-dichloro-4-((1-oxo-1,2,3,4-tetrahydroisoquinolin-6-yl)oxy)phenyl)-3,5-dioxo-2,3,4,5-tetrahydro-1,2,4-triazine-6-carboxylic acid methyl ester COC(=O)C=1C(NC(N(N1)C1=CC(=C(C(=C1)Cl)OC=1C=C2CCNC(C2=CC1)=O)Cl)=O)=O